O(C1=CC=CC=C1)C=1C=C(C=CC1)C(C(=O)O)C 2-[3-(phenoxy)phenyl]propionic acid